FC(C)(F)C1=CC=C(C=C1)NC(OC1=CC=CC=C1)=O phenyl (4-(1,1-difluoroethyl)phenyl)carbamate